Cl.N[C@H](C(=O)O)CC1=CC=C(C=C1)C1=NOC(=N1)C=1C=C(C(=CC1)OC)C1=CC=C(C=C1)O (S)-2-amino-3-(4-(5-(4'-hydroxy-6-methoxybiphenyl-3-yl)-1,2,4-oxadiazol-3-yl)phenyl)propanoic acid hydrochloride